(1-naphthoyl)-1-(3-(cyanomethyl)piperazin-1-yl)-3-(4-methylpiperazin-1-yl)-5,6,7,8-tetrahydro-2,6-naphthyridine-4-carbonitrile hydrochloride Cl.C1(=CC=CC2=CC=CC=C12)C(=O)C1C=2C(=C(N=C(C2CCN1)N1CC(NCC1)CC#N)N1CCN(CC1)C)C#N